(+/-)-Trans-4-hydroxy-3-methylpiperidine-1-carboxylic acid trans-tert-butyl ester C(C)(C)(C)OC(=O)N1C[C@H]([C@@H](CC1)O)C |r|